(1R,2S,5S)-N-[cyano(phthalazin-1-yl)methyl]-3-[(2S)-3,3-dimethyl-2-[(2-tetrahydrofuran-3-ylacetyl)amino]butanoyl]-6,6-dimethyl-3-azabicyclo[3.1.0]hexane-2-carboxamide C(#N)C(NC(=O)[C@@H]1[C@H]2C([C@H]2CN1C([C@H](C(C)(C)C)NC(CC1COCC1)=O)=O)(C)C)C1=NN=CC2=CC=CC=C12